(4-amino-2-((3-fluoropyridin-2-yl)methyl)-7-(pyrimidin-4-yl)-2H-pyrazolo[4,3-c]pyridin-6-yl)benzonitrile NC1=NC(=C(C=2C1=CN(N2)CC2=NC=CC=C2F)C2=NC=NC=C2)C2=C(C#N)C=CC=C2